OC=1C(N=CCN1)=O 3-hydroxy-pyrazin-2(5H)-one